[5-[2-[1-[2-(aminomethyl)-3,3-difluoro-allyl]-5-oxo-1,2,4-triazol-4-yl]ethyl]-2-thienyl]-8-methyl-3,4-dihydro-1H-quinolin-2-one trifluoroacetate FC(C(=O)O)(F)F.NCC(CN1N=CN(C1=O)CCC1=CC=C(S1)N1C(CCC2=CC=CC(=C12)C)=O)=C(F)F